(S)-1-(2-(1-(4-(2-fluoro-3-methoxyphenoxy)phenyl)-5-methylimidazo[1,5-a]pyrazin-3-yl)pyrrolidin-1-yl)prop-2-en-1-one FC1=C(OC2=CC=C(C=C2)C=2N=C(N3C2C=NC=C3C)[C@H]3N(CCC3)C(C=C)=O)C=CC=C1OC